N'-((1,2,3,5,6,7-hexahydro-s-indacen-4-yl)carbamoyl)-1-(1-methylpyrrolidin-3-yl)methane-sulfonimidamide C1CCC2=C(C=3CCCC3C=C12)NC(=O)N=S(=O)(N)CC1CN(CC1)C